(5'R*)-4'-(4-methoxybenzyl)-5'-methyl-4',5'-dihydro-3'H-spiro[cyclopropane-1,2'-Pyrido[2,3-f][1,4]oxazepine]-7'-ol COC1=CC=C(CN2CC3(OC4=C([C@H]2C)N=C(C=C4)O)CC3)C=C1 |o1:13|